NC=1SC(=CN1)CNC(=O)[C@H]1N([C@H]2C[C@]2(C1)C)C(CNC(=O)C1=CC=C(C=C1)OC1=CC=CC=C1)=O (1S,3S,5S)-N-[(2-amino-1,3-thiazol-5-yl)methyl]-5-methyl-2-{2-[(4-phenoxyphenyl)-formamido]acetyl}-2-azabicyclo[3.1.0]hexane-3-carboxamide